[W](=S)=S.[Li] lithium-tungsten-disulfide